6-(methoxy-d3)-2,2-dimethyl-2,3-dihydrobenzofuran C(OC1=CC2=C(CC(O2)(C)C)C=C1)([2H])([2H])[2H]